C(C)(C)C1=C(NC2=CC(=CC=C12)C1CCN(CC1)CC(=O)N)C=1C=CC(N2CCCC12)=O 2-(4-(3-isopropyl-2-(5-oxo-1,2,3,5-tetrahydroindolizin-8-yl)-1H-indol-6-yl)piperidin-1-yl)acetamide